C(C)(=O)C1=NN(C2=CC=C(C=C12)C=1C=NC(=NC1)C)CC(=O)N1[C@@H]2C[C@@H]2C[C@H]1C(=O)NC1=NC(=CC=C1C1CC1)Br (1R,3S,5R)-2-(2-(3-acetyl-5-(2-methylpyrimidin-5-yl)-1H-indazol-1-yl)acetyl)-N-(6-bromo-3-cyclopropylpyridin-2-yl)-2-azabicyclo[3.1.0]hexane-3-carboxamide